OC1(CC1)C1=NN(C=N1)C1CC2(CN(C2)C(=O)N2CC3(C2)CC(C3)CC=3C(=NN(C3)CC(F)(F)F)C(F)(F)F)C1 [6-[3-(1-hydroxycyclopropyl)-1,2,4-triazol-1-yl]-2-azaspiro[3.3]heptan-2-yl]-[6-[[1-(2,2,2-trifluoroethyl)-3-(trifluoromethyl)pyrazol-4-yl]methyl]-2-azaspiro[3.3]heptan-2-yl]methanone